OC12C(C=3C=C(SC3N=C2N(CC1)C1=CC=C(C=C1)NS(=O)(=O)C)C)=O N-(4-{9-hydroxy-5-methyl-8-oxo-4-thia-2,12-diazatricyclo[7.3.0.03,7]dodeca-1,3(7),5-trien-12-yl}phenyl)methanesulfonamide